C(CCC)C1C(CC(O1)=O)C 5-butyldihydro-4-methyl-2(3H)-furanone